(1R,4R)-4-((6-bromo-4-(((2S,6R)-2,6-dimethylmorpholino)methyl)pyridin-2-yl)amino)cyclohexane BrC1=CC(=CC(=N1)NC1CCCCC1)CN1C[C@@H](O[C@@H](C1)C)C